N-methyl-N-ethyl-ethanolamine CN(CCO)CC